CC1=CC2=CC=CC(=C2C=C1)C(CC)=O 2-methyl-5-propionylnaphthalene